5-chloro-N-((1r,4r)-4-((3-(2-fluoro-5-methoxyphenyl)-2-oxo-2,3-dihydro-1H-imidazo[4,5-c]pyridin-1-yl)methyl)cyclohexyl)-2-(trifluoromethyl)nicotinamide ClC=1C=NC(=C(C(=O)NC2CCC(CC2)CN2C(N(C=3C=NC=CC32)C3=C(C=CC(=C3)OC)F)=O)C1)C(F)(F)F